CC1(C(C(=C[C@]2(CCN(C2)C(=O)C=2C=NC(=CC2)C(F)(F)F)C1)C#N)=O)C (5R)-9,9-dimethyl-8-oxo-2-[6-(trifluoromethyl)pyridine-3-carbonyl]-2-azaspiro[4.5]dec-6-ene-7-carbonitrile